3-fluoro-4-((4-tert-butylbenzoylamino)methyl)phenylboronic acid FC=1C=C(C=CC1CNC(C1=CC=C(C=C1)C(C)(C)C)=O)B(O)O